ONC(\C=C\C1=CC(=CC=C1)\C=C\C(=O)C1=C(C=CC=C1)N1CCN(CC1)C)=O (E)-N-Hydroxy-3-[3-[(E)-3-[2-(4-methylpiperazin-1-yl)phenyl]-3-oxoprop-1-enyl]phenyl]prop-2-enamide